tetrabutyl-tin (IV) C(CCC)[Sn](CCCC)(CCCC)CCCC